C(C)(C)(C)OC(=O)N[C@H](C(=O)N=C(SC)N(C(OC(C)(C)C)=O)C)C tert-butyl N-[N-[(2S)-2-(tert-butoxycarbonylamino)propanoyl]-C-methylsulfanyl-carbonimidoyl]-N-methylcarbamate